3-fluoro-4-propoxybenzene FC=1C=CC=CC1OCCC